(8R,9R,10S)-10-(hydroxymethyl)-N-(4-methoxyphenyl)-9-(5-(phenylethynyl)pyridin-2-yl)-1,6-diazabicyclo[6.2.0]decane-6-carboxamide OC[C@@H]1[C@@H]([C@@H]2CN(CCCCN12)C(=O)NC1=CC=C(C=C1)OC)C1=NC=C(C=C1)C#CC1=CC=CC=C1